1-(2-methoxy-5-(methyl-sulfonyl)phenyl)-N-(2-morpholinoethyl)-6-(pyrazolo[1,5-a]pyrimidin-3-yl)-1H-pyrazolo[4,3-c]pyridin-3-amine COC1=C(C=C(C=C1)S(=O)(=O)C)N1N=C(C=2C=NC(=CC21)C=2C=NN1C2N=CC=C1)NCCN1CCOCC1